C(C(=C)C)(=O)OCCNC(OCCCCCCCCCCC[Si](OCC)(OCC)OCC)=O 4,4-diethoxy-17-oxo-3,16-dioxa-18-aza-4-silaeicosan-20-yl methacrylate